3,9-dihydroxy-8-(((4-hydroxyphenylethyl)amino)methyl)benzo[5,6]oxazepin OC1=NOC2=C(C=C1)C=CC(=C2O)CNCCC2=CC=C(C=C2)O